t-butyl [(1R)-1-{4-[(3-cyano-4-ethyl-1H-indol-7-yl) sulfamoyl]phenyl}ethyl]carbamate C(#N)C1=CNC2=C(C=CC(=C12)CC)NS(=O)(=O)C1=CC=C(C=C1)[C@@H](C)NC(OC(C)(C)C)=O